3-(2,3-dichlorophenyl)-6-(isoindolin-5-yl)-1H-pyrazolo[4,3-b]pyridine ClC1=C(C=CC=C1Cl)C1=NNC=2C1=NC=C(C2)C=2C=C1CNCC1=CC2